FC1=C(C=CC(=C1)C1=NOC(=N1)C(F)(F)F)CN1C(CCCC1)=O 1-[[2-fluoro-4-[5-(trifluoromethyl)-1,2,4-oxadiazol-3-yl]phenyl]methyl]piperidin-2-one